NC1=NC=2C=NC(=CC2C2=C1[C@H](OC2)C)C(=O)N2[C@H](COCC2)C2=CC=C(C=C2)OC(F)(F)F ((3R)-4-amino-3-methyl-1,3-dihydrofuro[3,4-c][1,7]naphthyridin-8-yl)((3S)-3-(4-(trifluoromethoxy)phenyl)-4-morpholinyl)methanone